N-(9,9-dimethyl-9H-fluoren-2-yl)-N-(2''-bromo-1,1':4',1''-terphenyl-4-yl)aniline CC1(C2=CC=CC=C2C=2C=CC(=CC12)N(C1=CC=CC=C1)C1=CC=C(C=C1)C1=CC=C(C=C1)C1=C(C=CC=C1)Br)C